[2H]C=1C(=CC(=NC1)C(=O)N)NC(=O)[C@@H]1O[C@@]([C@@H]([C@H]1C1=C(C(=C(C=C1)F)F)OC)C)(C(F)(F)F)C 5-Deuterio-4-[[(2R,3S,4R,5S)-3-(3,4-difluoro-2-methoxyphenyl)-4,5-dimethyl-5-(trifluoromethyl)tetrahydrofuran-2-carbonyl]amino]pyridin-2-carboxamid